5-chloro-N-[3-chloro-5-fluoro-4-([[3-methyl-1-(oxan-2-yl)pyrazolo[3,4-b]pyridin-5-yl]oxy]methyl)pyridin-2-yl]-2-methoxypyridine-3-sulfonamide ClC=1C=C(C(=NC1)OC)S(=O)(=O)NC1=NC=C(C(=C1Cl)COC=1C=C2C(=NC1)N(N=C2C)C2OCCCC2)F